tert-butyl (1S,4S)-(-)-2,5-diazabicyclo(2.2.1)heptane-2-carboxylate [C@@H]12N(C[C@@H](NC1)C2)C(=O)OC(C)(C)C